COCC=C(C(=O)N)C (Methoxymethyl)methacrylamid